2-((6-([1,1'-biphenyl]-4-ylcarbamoyl)naphthalen-2-yl)oxy)-2-methylpropanoic acid C1(=CC=C(C=C1)NC(=O)C=1C=C2C=CC(=CC2=CC1)OC(C(=O)O)(C)C)C1=CC=CC=C1